4'-methyl-4-(2-(4-pyridyl)ethyl)-2,2'-bipyridine CC1=CC(=NC=C1)C1=NC=CC(=C1)CCC1=CC=NC=C1